FC=1C=C2[C@H](NC=3C4=CN4N=CC(C(NCCC=4OC2=C(C1)C4)=O)=CN3)C (3R)-6-fluoro-3-methyl-10-oxa-2,14,18,19,22-pentaazapentacyclo[14.5.2.18,11.04,9.019,21]tetracosa-1(22),4,6,8,11(24),16(23),17,20-octaen-15-one